The molecule is a carboxylic ester obtained by formal condensation between 2-(4-chlorophenyl)-3-methylbutyric acid and cyano(3-phenoxyphenyl)methanol. It has a role as a pyrethroid ester insecticide and a pyrethroid ester acaricide. It is a carboxylic ester, an aromatic ether and a member of monochlorobenzenes. It derives from a 2-(4-chlorophenyl)-3-methylbutyric acid. CC(C)C(C1=CC=C(C=C1)Cl)C(=O)OC(C#N)C2=CC(=CC=C2)OC3=CC=CC=C3